1,3-di(vinyl)imidazole C(=C)N1CN(C=C1)C=C